C12COCC(CC1)N2C=2C1=C(N=CN2)NC(=C1)C1=CC=C(C=C1)NCC1(CCN(CC1)C(C=C)=O)F 1-(4-(((4-(4-(3-oxa-8-azabicyclo[3.2.1]octan-8-yl)-7H-pyrrolo[2,3-d]pyrimidin-6-yl)phenyl)amino)methyl)-4-fluoropiperidin-1-yl)prop-2-en-1-one